C(C)(C)(C)OC(=O)N1[C@H]([C@@H]2CC[C@@H]2C1)C(=O)O |o1:8,9,12| rel-(1R,2R,5S)-3-(tert-Butoxycarbonyl)-3-azabicyclo[3.2.0]heptane-2-carboxylic acid